4-methylbenzoic acid sodium salt [Na+].CC1=CC=C(C(=O)[O-])C=C1